C(C)N1C(N(C(C12CCN(CC2)CC2CCOCC2)=O)C2=CC(=CC=C2)C(F)(F)F)=O 1-ethyl-8-((tetrahydro-2H-pyran-4-yl)methyl)-3-(3-(trifluoromethyl)phenyl)-1,3,8-triazaspiro[4.5]decane-2,4-dione